1-(4-((2-(azacyclobutane-3-oxy)propyl)(5-(3,5-dimethylisoxazol-4-yl)-2-methylphenyl)amino)phenyl)cyclopropane-1-nitrile N1CC(C1)OC(CN(C1=CC=C(C=C1)C1(CC1)C#N)C1=C(C=CC(=C1)C=1C(=NOC1C)C)C)C